NC1=C(C=CC(=C1)OCC1=CC=CC=C1)C1=C(N=C(N1C)CC1=CC=C(C=C1)OC)C(=O)OCC ethyl 5-(2-amino-4-(benzyloxy) phenyl)-2-(4-methoxybenzyl)-1-methyl-1H-imidazole-4-carboxylate